F[C@H]1C[C@H](N2N=C(N=C21)S(=O)C(C)C)C2=CC=CC=C2 (5S,7S)-7-fluoro-2-isopropylsulfinyl-5-phenyl-6,7-dihydro-5H-pyrrolo[1,2-b][1,2,4]triazole